C(C)OC(=O)C=1C=NC(=NC1)NC1CCOC2=CC=CC=C12 2-(chroman-4-yl-amino)pyrimidine-5-carboxylic acid ethyl ester